C1(CC1)[C@H](CO)NC1=NC=C(C(=N1)C1=CNC2=C(C=CC=C12)P(C)(C)=O)C(F)(F)F (R)-(3-(2-((1-Cyclopropyl-2-hydroxyethyl)amino)-5-(trifluoromethyl)pyrimidin-4-yl)-1H-indole-7-yl)dimethylphosphine oxide